2-chloro-N-[2-(2,6-dioxo-3-piperidyl)-1,3-dioxo-isoindolin-5-yl]-4-fluoro-3-methyl-benzenesulfonamide ClC1=C(C=CC(=C1C)F)S(=O)(=O)NC=1C=C2C(N(C(C2=CC1)=O)C1C(NC(CC1)=O)=O)=O